2-Hydroxyethyl-8-[(mesitylacetyl)amino]-1,4-dioxaspiro[4.5]decan-8-carboxylat OCCOC(=O)C1(CCC2(OCCO2)CC1)NC(CC1=C(C=C(C=C1C)C)C)=O